C(C)C1=C(C(=O)O)C(=C(C(=N1)Cl)F)NC(CC#N)=O Ethyl-6-chloro-4-(2-cyanoacetamido)-5-fluoronicotinic acid